NC1=NC(=CC(=N1)N1CCN(CC1)CC([C@]1(CC[C@H]2[C@@H]3CCC4=CC(CC[C@]4(C)C3=CC[C@]12C)=O)O)=O)N(CC)CC 21-[4-[2-amino-6-(diethylamino)-4-pyrimidinyl]-1-piperazinyl]-17α-hydroxypregna-4,9(11)-diene-3,20-dione